(2RS)-2-[6-[2-(6-amino-3-pyridinyl)ethynyl]-1-oxo-isoindolin-2-yl]-2-(2,5-difluorophenyl)-N-thiazol-2-yl-acetamide NC1=CC=C(C=N1)C#CC1=CC=C2CN(C(C2=C1)=O)[C@@H](C(=O)NC=1SC=CN1)C1=C(C=CC(=C1)F)F |r|